1-hydroxy-N-((1-hydroxy-2,3-dihydro-1H-inden-1-yl)methyl)-2-isopropyl-5-methylcyclohexane-1-carboxamide OC1(C(CCC(C1)C)C(C)C)C(=O)NCC1(CCC2=CC=CC=C12)O